(6-(3-methyl-1H-pyrrolo[2,3-b]pyridin-5-yl)-8-((R)-morpholin-3-yl)-3,4-dihydroisoquinolin-2(1H)-yl)((R)-2-methylmorpholino)methanone CC1=CNC2=NC=C(C=C21)C=2C=C1CCN(CC1=C(C2)[C@H]2NCCOC2)C(=O)N2C[C@H](OCC2)C